Dimethylethyl alcohol tellurium [Te].CC(C)(C)O